tert-butyl 4-(6-chloro-8-cyclopropoxy-7-(5-methyl-1H-indazol-4-yl)-2-(((S)-1-methylpyrrolidin-2-yl)methoxy) quinazolin-4-yl)piperazin-1-carboxylate ClC=1C=C2C(=NC(=NC2=C(C1C1=C2C=NNC2=CC=C1C)OC1CC1)OC[C@H]1N(CCC1)C)N1CCN(CC1)C(=O)OC(C)(C)C